N-nonanoyl-glutamic acid C(CCCCCCCC)(=O)N[C@@H](CCC(=O)O)C(=O)O